CC1=C(C2=C(N(C=N2)COCC[Si](C)(C)C)C=C1C)C1CCC=2C(NC=NC2C1)=O 7-[5,6-dimethyl-1-(2-trimethylsilylethoxymethyl)benzimidazol-4-yl]-5,6,7,8-tetrahydro-3H-quinazolin-4-one